C(C)(C)(C)OC(=O)[C@]1(C[C@H](N(CC1)CC1=C(C(=CC=C1)Cl)F)C)CC1=NC(=CC=C1F)Cl (2r,4r)-1-(3-chloro-2-fluorobenzyl)-4-((6-chloro-3-fluoropyridin-2-yl)methyl)-2-methylpiperidine-4-carboxylic acid tert-butyl ester